1-Methyl-3-(3-((2-((3-methyl-1-(8-methyl-8-azabicyclo[3.2.1]octan-3-yl)-1H-pyrazol-4-yl)amino)-5-(trifluoromethyl)pyrimidin-4-yl)amino)propyl)tetrahydropyrimidin-2(1H)-on CN1C(N(CCC1)CCCNC1=NC(=NC=C1C(F)(F)F)NC=1C(=NN(C1)C1CC2CCC(C1)N2C)C)=O